methylphenylaminodisilane C[SiH]([SiH3])NC1=CC=CC=C1